3,5-bis(4-methoxybenzylidene)piperidin-4-one COC1=CC=C(C=C2CNCC(C2=O)=CC2=CC=C(C=C2)OC)C=C1